(S)-N-((S)-1-Cyano-2-((S)-2-oxopyrrolidin-3-yl)ethyl)-1-((S)-3,3-dimethyl-2-(2,2,2-trifluoroacetamido)butanoyl)-3,3-dimethyl-1,3-azasilolidine-5-carboxamide C(#N)[C@H](C[C@H]1C(NCC1)=O)NC(=O)[C@H]1C[Si](CN1C([C@H](C(C)(C)C)NC(C(F)(F)F)=O)=O)(C)C